N[C@@H](CC1=C(C=CC(=N1)C#N)C)C1=NC=CC=C1N1N=CC2=CC(=CC=C12)Cl (S)-6-{2-Amino-2-[3-(5-chloro-1H-indazol-1-yl)pyridine-2-yl]-ethyl}-5-methylpyridine-2-carbonitrile